tert-Butyl 4-(1-(2-oxo-2,3-dihydro-1H-pyrrolo[2,3-b]pyridine-5-carbonyl)indolin-5-yl)-3,6-dihydropyridine-1(2H)-carboxylate O=C1CC=2C(=NC=C(C2)C(=O)N2CCC3=CC(=CC=C23)C=2CCN(CC2)C(=O)OC(C)(C)C)N1